5-(8-fluoroimidazo[1,2-a]pyridin-6-yl)-N-(tetrahydro-2H-pyran-4-yl)-7H-pyrrolo[2,3-d]pyrimidin-2-amine FC=1C=2N(C=C(C1)C1=CNC=3N=C(N=CC31)NC3CCOCC3)C=CN2